3-((1-(2-(4-Fluorophenyl)-2-oxoethyl)piperidin-4-yl)methyl)-1-methyl-1-phenylurea FC1=CC=C(C=C1)C(CN1CCC(CC1)CNC(N(C1=CC=CC=C1)C)=O)=O